C(C)(C)(C)OC(NCC1(CC1)C=O)=O ((1-formylcyclopropyl)methyl)carbamic acid tert-butyl ester